Tert-butyl (2R,5S)-2-(1-benzylpyrazol-4-yl)-5-methyl-piperidine-1-carboxylate C(C1=CC=CC=C1)N1N=CC(=C1)[C@@H]1N(C[C@H](CC1)C)C(=O)OC(C)(C)C